NC1=C(C=C(C=N1)C1=CC=C(C=C1)[C@]12CN(C[C@@H]2C1)C(=O)OC(C)(C)C)C(NC12CCC(CC1)(CC2)O)=O (1S,5R)-tert-butyl 1-(4-(6-amino-5-((4-hydroxybicyclo[2.2.2]octan-1-yl)carbamoyl)pyridin-3-yl)phenyl)-3-azabicyclo[3.1.0]hexane-3-carboxylate